4-(6-bromopyridin-3-yl)-3,3-difluoro-4-((triethylsilyl)oxy)pentan-1-ol BrC1=CC=C(C=N1)C(C(CCO)(F)F)(C)O[Si](CC)(CC)CC